tert-butyl (3-((1-(4-methoxy-3-(1-methyl-1H-pyrazol-4-yl)naphthalen-1-yl)ethyl)carbamoyl)-4-methylbenzyl)carbamate COC1=C(C=C(C2=CC=CC=C12)C(C)NC(=O)C=1C=C(CNC(OC(C)(C)C)=O)C=CC1C)C=1C=NN(C1)C